1,1-difluoro-2-methylpropane FC(C(C)C)F